FC1=CN=C2N1C=C(C=C2)C=2C=NN1C2C(N(C[C@@H]1C)C1=CC=C(C=C1)C(F)(F)F)=O (7S)-3-(3-fluoroimidazo[1,2-a]pyridin-6-yl)-7-methyl-5-[4-(trifluoromethyl)phenyl]-6,7-dihydropyrazolo[1,5-a]pyrazin-4(5H)-one